3-(2-hydroxyphenyl)-2-propen-1-one OC1=C(C=CC=C1)C=CC=O